N1(C=CC=CC=C1)C1=C2C(N(C(C2=CC=C1)=O)C1C(NC(CC1)=O)=O)=O azepin-1-yl-2-(2,6-dioxopiperidin-3-yl)isoindole-1,3-dione